C(#CC)C=1C=C2C=NNC2=C(C1)CC(=O)O 5-(propan-1-yn-1-yl)-1H-indazole-7-acetic acid